COC1=CC=C(CN(C2=C(C(=NC=N2)NC2CC(CCC2)O)[N+](=O)[O-])CC2=CC=C(C=C2)OC)C=C1 3-((6-(bis(4-methoxybenzyl)amino)-5-nitropyrimidin-4-yl)amino)cyclohexan-1-ol